C(C)N1CCN(CC1)CC=1C=CC(=NC1)N 5-((4-ethylpiperazin-1-yl)methyl)pyridin-2-amine